C(C1CO1)OOOCC1CO1 glycidoxyether